C(C1=CC=CC=C1)N1C=C(C=CC1=O)C(=O)NC1=C2CN(CC2=CC=C1)C#N 1-benzyl-N-(2-cyanoisoindolin-4-yl)-6-oxo-1,6-dihydropyridine-3-carboxamide